C(C)C=1C(=C(C(N)(N)CC)C=CC1)CC ethyl-(diethyl-diaminotoluene)